tris(ethylamino)zirconium C(C)N[Zr](NCC)NCC